3-(4-(2-(trifluoromethyl)phenyl)piperidine-1-carbonyl)benzamide bisphosphonate P(O)(O)=O.P(O)(O)=O.FC(C1=C(C=CC=C1)C1CCN(CC1)C(=O)C=1C=C(C(=O)N)C=CC1)(F)F